C(=O)O.FC(C1=C(C=CC(=C1)C)C1=C2C(=C(N=N1)N[C@H]1CN(CCC1)C)C=NC=C2)F 1-[2-(difluoromethyl)-4-methylphenyl]-N-[(3R)-1-methylpiperidin-3-yl]pyrido[3,4-d]pyridazin-4-amine formate